N[C@@H](CCCCN)C(=O)O.C1(CC1)C1=CC=C(C=C1)N1[C@@H](C2=CC=C(C=C2C[C@H]1C)C=1C=NN(C1)CC)C1=CC=C(C=C1)/C=C/C(=O)O (E)-3-(4-((1R,3R)-2-(4-cyclopropylphenyl)-6-(1-ethyl-1H-pyrazol-4-yl)-3-methyl-1,2,3,4-tetrahydroisoquinolin-1-yl)phenyl)acrylic acid L-lysine salt